COC1=C(C=C(C(=C1)N1CCNCC1)C=1C=NN(C1)C)NC1=NC=C(C(=N1)NC1=C(C=CC=C1)P(C)(C)=O)C (2-((2-((2-methoxy-5-(1-methyl-1H-pyrazol-4-yl)-4-(piperazin-1-yl)phenyl)amino)-5-methylpyrimidin-4-yl)amino)phenyl)dimethylphosphine oxide